2-o-tolyloxazole-4-carboxylic acid (1-pyrrolo[1,2-a]pyrazin-1-yl-pyrrolidin-3-yl)-amide C=1(C=2N(C=CN1)C=CC2)N2CC(CC2)NC(=O)C=2N=C(OC2)C2=C(C=CC=C2)C